ClC1=NC(=CC(=N1)C)N1CCN(CC1)C(C)C1=CC=C(C=C1)C(F)(F)F 2-chloro-4-methyl-6-[4-[1-[4-(trifluoromethyl)phenyl]ethyl]piperazin-1-yl]pyrimidine